ClC1=C(C#N)C=CC(=C1OC1=CC(=CC(=C1)C1(CC1)C)F)Cl 2,4-dichloro-3-(3-fluoro-5-(1-methylcyclopropyl)phenoxy)benzonitrile